N-(2-Bromo-6-(4-chlorophenoxy)pyridin-4-yl)-5-(2-(methylsulfonyl)propan-2-yl)benzo[b]thiophen-2-carboxamid BrC1=NC(=CC(=C1)NC(=O)C1=CC2=C(S1)C=CC(=C2)C(C)(C)S(=O)(=O)C)OC2=CC=C(C=C2)Cl